C(C)N([C@H](C(=O)O)C)C(=O)OCC1C2=CC=CC=C2C=2C=CC=CC12 (2S)-2-[ethyl-(9H-fluoren-9-ylmethoxycarbonyl)amino]propionic acid